C(C)ON=C1N(C(C2=C(C=C(C=C12)Br)N)C1=C(C=CC(=C1)F)Cl)CC1=CC=C(C=C1)OC 4-amino-6-bromo-3-(2-chloro-5-fluorophenyl)-2-(4-methoxybenzyl)isoindol-1-one O-ethyloxime